NC1=CC=CC(=N1)N 6-aminopyridine-2-amine